(3-chlorophenylsulfonyl)-1-(4-fluorophenyl)4,4a,5,6,7,8-hexahydro-1H-pyrazolo[3,4-g]isoquinoline-4a-carboxylate ClC=1C=C(C=CC1)S(=O)(=O)C1=NN(C=2C=C3CCNCC3(CC21)C(=O)[O-])C2=CC=C(C=C2)F